4-[2-tert-butoxy-6-(3-pyridinyl)-4-pyridinyl]-N-phenyl-pyrimidin-2-amine C(C)(C)(C)OC1=NC(=CC(=C1)C1=NC(=NC=C1)NC1=CC=CC=C1)C=1C=NC=CC1